[Ru+2].C1(=CC=CC=C1)C1=CC=NC2=C3N=CC=C(C3=CC=C12)C1=CC=CC=C1.C1(=CC=CC=C1)C1=CC=NC2=C3N=CC=C(C3=CC=C12)C1=CC=CC=C1.C1(=CC=CC=C1)C1=CC=NC2=C3N=CC=C(C3=CC=C12)C1=CC=CC=C1 tris(4,7-diphenyl-1,10-phenanthroline) ruthenium (ii)